O=C1C=C(C(=CN1)[C@H]1CN(CCC1)C(C(=O)N)C)C(F)(F)F ((S)-3-(6-oxo-4-(trifluoromethyl)-1,6-dihydropyridin-3-yl)piperidin-1-yl)propanamide